C1(CCCCC1)C(=O)OC(C)(C)C tert-butyl cyclohexane-1-carboxylate